FC(OC1=C(C=CC=C1)C1=NC2=C(C=NC=C2)N1)F 2-(2-(difluoromethoxy)phenyl)-3H-imidazo[4,5-c]Pyridine